2,2,2-trifluoro-N-(4-(7-fluoro-1-(pyridazin-3-ylmethyl)-benzimidazol-2-yl)-1,2,5-oxadiazol-3-yl)-N-methylacetamide FC(C(=O)N(C)C1=NON=C1C1=NC2=C(N1CC=1N=NC=CC1)C(=CC=C2)F)(F)F